CC1=NC=CC=C1B1OC(C(O1)(C)C)(C)C 2-methyl-3-(4,4,5,5-tetramethyl-1,3,2-dioxaborolan-2-yl)pyridine